N[C@H]1CC[C@H]2CN(C[C@H]21)C2=NC(=C(C(=N2)C(=O)N)C2=C(C(=CC=C2)Cl)Cl)C 2-((3aS,4S,6aR)-4-Amino-hexahydro-cyclopenta-[c]pyrrol-2-yl)-5-(2,3-dichloro-phenyl)-6-methyl-pyrimidine-4-carboxylic acid amide